N1C2=C(C=C1)COCC2 1,4,6,7-tetrahydropyrano[4,3-b]pyrrole